C(CCC)OC(NCC1=CC(=CC=C1)Br)=O.CN(CCOC1=C(N)C=C(C=C1)B1OC(C(O1)(C)C)(C)C)C 2-(2-(dimethylamino)ethoxy)-5-(4,4,5,5-tetramethyl-1,3,2-dioxaborolan-2-yl)aniline butyl-3-bromobenzylcarbamate